N(=C=O)CC1C2C(CC(C1CCCN=C=O)C2)CCN=C=O 2-isocyanatomethyl-3-(3-isocyanatopropyl)-6-(2-isocyanatoethyl)-bicyclo[2.2.1]-heptane